N-((5-chloro-6-(thiazol-4-ylmethoxy)-1H-indol-2-yl)methyl)pyrrolidine-1-carboxamide ClC=1C=C2C=C(NC2=CC1OCC=1N=CSC1)CNC(=O)N1CCCC1